C(OC1=C(C(=C(C=C1)CCC)CCC)CCC)(OC1=C(C(=C(C=C1)CCC)CCC)CCC)=O di(tripropylphenyl) carbonate